C(C)(C)[Si](OCC1=CC=C(COC2=C(C=CC=C2)NCCO)C=C1)(C(C)C)C(C)C 2-((2-((4-(((triisopropylsilyl)oxy)methyl)benzyl)oxy)phenyl)amino)ethan-1-ol